3-(5-(2-hydroxyethylamino)-2-(1H-pyrazol-5-yl)thieno[3,2-b]pyridin-7-ylamino)-1-propanol OCCNC1=CC(=C2C(=N1)C=C(S2)C2=CC=NN2)NCCCO